ClC1=C(C=C(C(=C1)F)C1=C(C(=C(C(=C1F)F)F)F)F)OCC(=O)N1[C@@H](CCC1)C(=O)OC methyl (2-((4-chloro-2',3',4',5',6,6'-hexafluoro-[1,1'-biphenyl]-3-yl)oxy)acetyl)-L-prolinate